N-Boc-O-p-toluenesulfonyl-hydroxylamine C(=O)(OC(C)(C)C)NOS(=O)(=O)C1=CC=C(C)C=C1